IC1=CN(C2=NC=C(C=C21)C2=CC=C(C=C2)N2CCN(CC2)C)[SH4]OOC2=CC=C(C=C2)C 3-iodo-1-[(4-methylphenyl)dioxy-λ6-sulfanyl]-5-[4-(4-methylpiperazin-1-yl)phenyl]pyrrolo[2,3-b]pyridine